C(C1=CC=CC=C1)N1C(=NC=C1)C1=NN(C2=C(C(=CC=C12)Br)F)C1OCCCC1 3-(1-benzyl-1H-imidazol-2-yl)-6-bromo-7-fluoro-1-(tetrahydro-2H-pyran-2-yl)-1H-indazole